(R)-N-Boc-2-(2-(5-oxo-4,5-dihydro-1,3,4-oxadiazol-2-yl)ethyl)morpholine C(=O)(OC(C)(C)C)N1C[C@H](OCC1)CCC=1OC(NN1)=O